(Z)-4-bromo-1-(but-1-en-1-yl)-2-methoxybenzene (R)-benzyl-2-(((benzyloxy)carbonyl)amino)-3-(3-(3-ethylisothiazol-4-yl)-5-fluorobenzamido)propanoate C(C1=CC=CC=C1)OC([C@@H](CNC(C1=CC(=CC(=C1)F)C=1C(=NSC1)CC)=O)NC(=O)OCC1=CC=CC=C1)=O.BrC1=CC(=C(C=C1)\C=C/CC)OC